indium aluminum tin [Sn].[Al].[In]